ClC1=CC=C(C=C1)[C@@H](CO)NC1=NC(=NC=C1C(=O)OCC)NC1=CC(=C(C=C1)S(=O)(=O)C)C ethyl 4-[[(1S)-1-(4-chlorophenyl)-2-hydroxy-ethyl]amino]-2-(3-methyl-4-methylsulfonyl-anilino)pyrimidine-5-carboxylate